glycolylaminobenzenesulfonic acid C(CO)(=O)NC1=C(C=CC=C1)S(=O)(=O)O